8-(allyloxy)-1,3,6-pyreneTrisulfonic Acid, Trisodium Salt [Na+].[Na+].[Na+].C(C=C)OC=1C=C(C=2C=CC3=C(C=C(C=4C=CC1C2C43)S(=O)(=O)[O-])S(=O)(=O)[O-])S(=O)(=O)[O-]